5-((4-(3,5-difluorophenyl)piperazin-1-yl)methyl)-2-(2,4-dioxotetrahydropyrimidin-1(2H)-yl)isoindoline-1,3-dione FC=1C=C(C=C(C1)F)N1CCN(CC1)CC=1C=C2C(N(C(C2=CC1)=O)N1C(NC(CC1)=O)=O)=O